FC(CN1N=C(C(=C1)C1=NC=NC2=CC(=C(C=C12)O[C@H]1[C@@H](CN(CC1)C(=O)OC(C)(C)C)F)OC)C1=CC=CC=C1)F tert-butyl (3R,4R)-4-((4-(1-(2,2-difluoroethyl)-3-phenyl-1H-pyrazol-4-yl)-7-methoxyquinazolin-6-yl)oxy)-3-fluoropiperidine-1-carboxylate